(E)-4-(2-fluorostyryl)-N,N-dimethylaniline FC1=C(/C=C/C2=CC=C(N(C)C)C=C2)C=CC=C1